sodium methylarsonite C[As]([O-])[O-].[Na+].[Na+]